(1-methylcyclopropoxy)-2-((2-(trimethylsilyl)ethoxy)methyl)-2H-indazole CC1(CC1)OC=1N(N=C2C=CC=CC12)COCC[Si](C)(C)C